1-methyl-4-(2-((methylthio)methyl)-4-nitrophenyl)piperazine CN1CCN(CC1)C1=C(C=C(C=C1)[N+](=O)[O-])CSC